morphine dinicotinate C(C1=CN=CC=C1)(=O)OC=1C=CC=2C[C@@H]3[C@@H]4C=C[C@@H]([C@H]5[C@@]4(C2C1O5)CCN3C)OC(C3=CN=CC=C3)=O